CP(C)OC1=C(C=CC(=C1)C=1C=C2C(=NC1)NC=C2CC)OC (5-(3-Ethyl-1H-pyrrolo[2,3-b]pyridin-5-yl)-2-methoxyphenyl) dimethylphosphino oxide